(S)-7-(([1,1'-biphenyl]-4-carbonyl)glycyl)-N-((R)-1-(4-carbamimidoylthiophen-2-yl)ethyl)-1,4-dioxa-7-azaspiro[4.4]nonane-8-carboxamide C1(=CC=C(C=C1)C(=O)NCC(=O)N1CC2(OCCO2)C[C@H]1C(=O)N[C@H](C)C=1SC=C(C1)C(N)=N)C1=CC=CC=C1